C(C)(C)(C)OC(=O)N1[C@H]([C@H](C[C@@H]1C)C(=O)O)C (2S,3S,5S)-1-(tert-butoxycarbonyl)-2,5-dimethylpyrrolidine-3-carboxylic acid